COC=1C=C(C=CC1OC)NC(CSC=1SC=C(N1)C(=O)N)=O 2-((2-((3,4-dimethoxyphenyl)amino)-2-oxoethyl)thio)thiazole-4-carboxamide